4,12-dimethyltetradecanoic acid CC(CCC(=O)O)CCCCCCCC(CC)C